CC=1N=C2N(N=CC=C2C)C1 2,8-dimethyl-imidazo[1,2-b]pyridazine